C(C)(=O)N(C1=C(C=C(C=C1)C1=CC=C(C=N1)C(=O)OC)C)CCNC(=O)OCC Methyl 6-[4-[acetyl-[2-(ethoxycarbonylamino)ethyl]amino]-3-methyl-phenyl]pyridine-3-carboxylate